ClC=1N=NC(=C(N1)NC1=CC(=C(C=C1)C1CCN(CC1)CC1C(NCC1)C=1C=C2C(N(C(C2=CC1)=O)C1C(NC(C=C1)=O)=O)=O)F)C(=O)N 3-chloro-5-((4-(1-(1-(2-(2-(2,6-dioxopyridin-3-yl)-1,3-dioxoisoindolin-5-yl)pyrrolidin-3-yl)methyl)piperidin-4-yl)-3-fluorophenyl)amino)-1,2,4-triazin-6-carboxamide